7-(2,5-dichloropyrimidin-4-yl)-1-isopropyl-2-methylquinolin-4(1H)-one ClC1=NC=C(C(=N1)C1=CC=C2C(C=C(N(C2=C1)C(C)C)C)=O)Cl